N-allyl-N-[[4-[5-(trifluoromethyl)-1,2,4-oxadiazol-3-yl]phenyl]methyl]acetamide tert-butyl-((1S,2S)-2-hydroxycyclohexyl)carbamate C(C)(C)(C)N(C(O)=O)[C@@H]1[C@H](CCCC1)O.C(C=C)N(C(C)=O)CC1=CC=C(C=C1)C1=NOC(=N1)C(F)(F)F